FC1=C(C=CC(=C1)CO)N(CCN(C(O)=O)C)C (2-((2-fluoro-4-(hydroxymethyl)phenyl)(methyl)amino)ethyl)(methyl)carbamic acid